N1CC(C1)N1CCC(CC1)N1N=C(C=2C1=NC=NC2N)C2=CC=C(C=C2)OC2=C(C=CC=C2)F 1-(1-(azetidin-3-yl)piperidin-4-yl)-3-(4-(2-fluorophenoxy)phenyl)-1H-pyrazolo[3,4-d]pyrimidin-4-amine